ClC=1C=C(C=CC1OCC1=NC=CC=C1)NC1=NC=NC2=CC(=C(C=C12)NC(C=C)=O)C#CC12CCC(CC1)N2C N-(4-((3-chloro-4-(pyridin-2-ylmethoxy)phenyl)amino)-7-((7-methyl-7-azabicyclo[2.2.1]-heptan-1-yl)ethynyl)quinazolin-6-yl)acrylamide